FC(C1=C(CN2C(C3=NN(C(=C3C2)C2=C3C(=CNC3=CC=C2)F)C2=C(C=CC=C2CC)CC)(C)C)C=CC(=C1)C(F)(F)F)(F)F 4-(5-(2,4-bis(trifluoromethyl)benzyl)-2-(2,6-diethylphenyl)-6,6-dimethyl-2,4,5,6-tetrahydropyrrolo[3,4-c]pyrazol-3-yl)-3-fluoro-1H-indole